(R)-3-fluoro-2,2-dimethyl-5-(4,4,5,5-tetramethyl-1,3,2-dioxaborolan-2-yl)-2,3-dihydrobenzo[b]thiophene-1,1-dioxide F[C@@H]1C2=C(S(C1(C)C)(=O)=O)C=CC(=C2)B2OC(C(O2)(C)C)(C)C